C(C)NC(COC=1C=C2CC(CC2=C(C1)F)CNCCC1CN(C(O1)=O)C1=NC2=C(OCC(N2)=O)N=C1)=O N-ethyl-2-[[7-fluoro-2-[[2-[2-oxo-3-(3-oxo-4H-pyrazino[2,3-b][1,4]oxazin-6-yl)-1,3-oxazolidin-5-yl]ethylamino]methyl]-2,3-dihydro-1H-inden-5-yl]oxy]acetamide